1-(7-(1-benzyl-1,2,3,6-tetrahydropyridin-4-yl)imidazo[1,2-a]pyridin-3-yl)-dihydropyrimidine-2,4(1H,3H)-dione C(C1=CC=CC=C1)N1CCC(=CC1)C1=CC=2N(C=C1)C(=CN2)N2C(NC(CC2)=O)=O